C(C)(C)(C)C1(COCC2=C1NC(C1=C2C=C(S1)C1=CC(=NC=C1)C)=O)O 4-(tert-butyl)-4-hydroxy-8-(2-methylpyridin-4-yl)-1,3,4,5-tetrahydro-6H-pyrano[4,3-b]thieno[3,2-d]pyridin-6-one